FC1=C(C=C(C(=C1F)[Si](C)(C)C)F)NC(OC(C)(C)C)=O tert-butyl (2,3,5-trifluoro-4-(trimethylsilyl)phenyl)carbamate